6-(4-trifluoromethylphenyl)octahydro-1H-pyrrolo[2,3-c]pyridine FC(C1=CC=C(C=C1)N1CC2C(CC1)CCN2)(F)F